CC=1C=C(C=CC1C)C=CC(C=CC1=CC=C(C=C1)O)=O 1-(3,4-dimethylphenyl)-5-(4-hydroxyphenyl)-1,4-pentadien-3-one